Cl.N[C@@H]1CN(CC1)C1=CC=CC(=N1)S(=O)(=O)NC1=NC(=C(C=C1)C(F)(F)F)C1=C(C=CC=C1)C (S)-6-(3-aminopyrrolidin-1-yl)-N-(6-(o-tolyl)-5-(trifluoromethyl)pyridin-2-yl)pyridine-2-sulfonamide hydrochloride